CS(=O)(=O)CC(C)(C)NC=1C2=C(N=C(N1)C1=CC=NC=C1)C=NC=C2 N-(1-methanesulfonyl-2-methylpropan-2-yl)-2-(pyridin-4-yl)pyrido[3,4-d]pyrimidin-4-amine